(R)-3-amino-2,2-difluoro-1-(3-((6-(2-hydroxy-4-(trifluoromethyl)phenyl)-5-methylpyridazin-3-yl)amino)piperidin-1-yl)propan-1-one hydrochloride Cl.NCC(C(=O)N1C[C@@H](CCC1)NC=1N=NC(=C(C1)C)C1=C(C=C(C=C1)C(F)(F)F)O)(F)F